2-amino-2-(3-chlorophenyl)-2-cyclopentylacetonitrile NC(C#N)(C1CCCC1)C1=CC(=CC=C1)Cl